1-((6-(azetidin-1-yl)pyridin-3-yl)methyl)-1H-pyrazol-4-amine N1(CCC1)C1=CC=C(C=N1)CN1N=CC(=C1)N